1-(2-ethylbutylamino)-2-oxo-1,2-dihydro-pyridin C(C)C(CNN1C(C=CC=C1)=O)CC